The molecule is a water-soluble buffer substance used for the preparation of the biochemical and biological buffer solutions; pKa = 6.8 at 20 ℃. It has a role as a buffer. It derives from a member of tris. C(CNC(CO)(CO)CO)CNC(CO)(CO)CO